C(CCC)(=O)OC=1C(=NC=CC1OC)C(N[C@H](C(=O)NC1CCC(CC1)C(C)(C)C)C)=O (S)-2-((1-((4-(tert-butyl)cyclohexyl)amino)-1-oxopropan-2-yl)carbamoyl)-4-methoxypyridin-3-yl butyrate